[Pd].N1=C(C=CC=C1)C1=NC=CC=C1 2,2'-bipyridine palladium